ClC1=NC(=CC(=C1)C1N(CCOC1C)C(=O)OC(C)(C)C)C1=NC=NC(=C1)C(NC)=O tert-butyl 3-(2-chloro-6-(6-(methylcarbamoyl)pyrimidin-4-yl)pyridin-4-yl)-2-methylmorpholine-4-carboxylate